C(=O)(O)C(CC(=O)O)(CCC(=O)O)P(=O)(O)O 3-carboxy-3-phosphonoadipic acid